methylbenz[e]indene CC1=CCC=2C=CC3=C(C12)C=CC=C3